FC1=C(C(=CC=C1)CF)C=1C(=CC2=C(N(C(N=C2)=O)C=2C(=NC=CC2C)C(C)C)N1)F 7-(2-fluoro-6-(fluoromethyl)phenyl)-6-fluoro-1-(2-isopropyl-4-methylpyridin-3-yl)pyrido[2,3-d]pyrimidin-2(1H)-one